2',5'-dimethyl-2',5'-dihydrospiro[oxetane-3,4'-[1,2,3]triazolo[4,5-c][1,7]naphthyridin]-6'-amine CN1N=C2C(C3(N(C4=C(N=CC=C24)N)C)COC3)=N1